NC1=C2C(=NC=N1)N(N=C2C2=CC=C(C=C2)OC2=CC=CC=C2)[C@H]2CN(CCC2)C(CCCl)=O (R)-1-(3-(4-amino-3-(4-phenoxyphenyl)-1H-pyrazolo[3,4-d]pyrimidin-1-yl)piperidin-1-yl)-3-chloropropan-1-one